1-(3-(6-((5-Chloro-3-fluoropyridin-2-yl)amino)-4-methyl-1H-pyrazolo[3,4-d]pyrimidin-3-yl)-4-methylphenyl)-3-(2-hydroxypropan-2-yl)pyridin-2(1H)-one ClC=1C=C(C(=NC1)NC1=NC(=C2C(=N1)NN=C2C=2C=C(C=CC2C)N2C(C(=CC=C2)C(C)(C)O)=O)C)F